FC(C=1SC=2CNCCCC2N1)(F)F 2-(trifluoromethyl)-5,6,7,8-tetrahydro-4H-thiazolo[5,4-c]azepine